6-(1-(3-((2,6-dioxopiperidin-3-yl)amino)benzyl)piperidin-4-yl)-2-(4-phenoxyphenyl)nicotinamide O=C1NC(CCC1NC=1C=C(CN2CCC(CC2)C2=NC(=C(C(=O)N)C=C2)C2=CC=C(C=C2)OC2=CC=CC=C2)C=CC1)=O